CN1N=C(C=C1)C1=C(C=CC=C1[N+](=O)[O-])O (1-methyl-1H-pyrazol-3-yl)-3-nitrophenol